[Pt+2].C(CC)[Si](C(C(=O)CCC)C(=O)CCC)(OC)OC.C(CC)[Si](C(C(=O)CCC)C(=O)CCC)(OC)OC bis[2-(propyldimethoxysilyl)1,3-dipropyl-1,3-propanedione] platinum (II)